4,5-dihydropyrrole N1C=CCC1